O=C1NC(CCC1N1C(C2=CC=CC(=C2C1=O)NCCCCC(=O)N)=O)=O 5-[[2-(2,6-dioxopiperidin-3-yl)-1,3-dioxoisoindol-4-yl]amino]pentanamide